FC1=C2C(C(N(C2=C(C=C1C(F)(F)F)F)CC(=O)NC([C@H](CC(=O)OC(C)(C)C)C)C)=O)(C)C tert-butyl (3S)-4-(2-(4,7-difluoro-3,3-dimethyl-2-oxo-5-(trifluoromethyl)indolin-1-yl)acetamido)-3-methylpentanoate